4-Azido-D-Homoalanin N(=[N+]=[N-])CC[C@@H](N)C(=O)O